COC1(C=2N=CN([C@H]3[C@H](O)[C@H](O)[C@@H](CO)O3)C2N=C(N1)N)O 6-methoxy-Guanosine